1-[(3S)-3-[4-(3-bromo-2-fluoro-4-methoxy-anilino)pyrido[3,2-d]pyrimidin-6-yl]oxypyrrolidin-1-yl]prop-2-en-1-one BrC=1C(=C(NC=2C3=C(N=CN2)C=CC(=N3)O[C@@H]3CN(CC3)C(C=C)=O)C=CC1OC)F